rac-tert-butyl (3-azabicyclo[3.1.0]hexan-6-yl)carbamate C12CNCC2C1NC(OC(C)(C)C)=O